1-(2,4-difluorophenyl)cyclopropanecarbaldehyde FC1=C(C=CC(=C1)F)C1(CC1)C=O